2-(methoxymethyl)-7-{6-methyl-4-[(1-methylcyclopropyl)amino]furo[2,3-d]pyrimidine-5-carbonyl}-3h,4h,5h,6h,7h,8h-pyrido[3,4-d]pyrimidin-4-one COCC=1NC(C2=C(N1)CN(CC2)C(=O)C2=C(OC=1N=CN=C(C12)NC1(CC1)C)C)=O